CCCCC(CC)COC(=O)/C=C\C(=O)OCC(CC)CCCC DIETHYLHEXYL MALEATE